(8-((5-chloro-4-(cyclopropylamino)-7H-pyrrolo[2,3-d]pyrimidin-2-yl)amino)-2,3-dihydrobenzo[b][1,4]dioxin-5-yl)(morpholino)methanone ClC1=CNC=2N=C(N=C(C21)NC2CC2)NC2=CC=C(C1=C2OCCO1)C(=O)N1CCOCC1